N-(4,6-dimethyl-5-nitropyridin-3-yl)benzamide CC1=C(C=NC(=C1[N+](=O)[O-])C)NC(C1=CC=CC=C1)=O